C(#N)C1=CC(=NC=C1)N1C=C(C2=C1N=CN=C2N2C[C@H](N(C[C@@H]2C)C(=O)OC(C)(C)C)C)C=2C=NC=CC2 Tert-Butyl (2R,5S)-4-(7-(4-cyanopyridin-2-yl)-5-(pyridin-3-yl)-7H-pyrrolo[2,3-d]pyrimidin-4-yl)-2,5-dimethylpiperazine-1-carboxylate